2-(hydroxyimino)-N-(2-tolyl)acetamide ON=CC(=O)NC1=C(C=CC=C1)C